NC=1C=C(C(=NC1)OCCN1CCS(CC1)(=O)=O)C#N 5-amino-2-[2-(1,1-dioxo-1,4-thiazinan-4-yl)ethoxy]pyridine-3-carbonitrile